C(C)C1=CC2=C(C3=CC=CC=C3C(=C2C=C1)OCC)OCC 2-ethyl-9,10-diethoxy-anthracene